(S)-(6-(4-(tert-butoxycarbonyl)-3-methylpiperazin-1-yl)pyridin-3-yl)boronic acid C(C)(C)(C)OC(=O)N1[C@H](CN(CC1)C1=CC=C(C=N1)B(O)O)C